FC(COC1=C(C=CC=C1)C=1C(C(=CN(N1)C)C(=O)NC=1C=NC(=CC1)C(C(F)F)(C(F)F)O)=O)F 6-[2-(2,2-difluoroethoxy)phenyl]-2-methyl-5-oxo-N-[6-(1,1,3,3-tetrafluoro-2-hydroxypropan-2-yl)pyridin-3-yl]-2,5-dihydropyridazine-4-carboxamide